C1(CC1)S(=O)(=O)NC=1SC=C(N1)C(C(=O)NC1=CC=C(C=C1)C1=NC=CN=C1)(C)C 2-(2-(cyclopropanesulfonylamino)thiazol-4-yl)-2-methyl-N-(4-(pyrazin-2-yl)phenyl)propanamide